(S)-tert-butyl (5-(2-methyl-4-(pyridin-2-yl)piperazin-1-yl)pyrazin-2-yl)carbamate C[C@@H]1N(CCN(C1)C1=NC=CC=C1)C=1N=CC(=NC1)NC(OC(C)(C)C)=O